C(C)C=1C(=C(C=CC1)P(O)(O)=O)C(C1=C(C=C(C=C1C)C)C)=O ethyl-(2,4,6-trimethylbenzoyl)-phenylphosphonic acid